methyl (2S,3R)-3-cyclopropyl-2,3-dihydroxypropanoate C1(CC1)[C@H]([C@@H](C(=O)OC)O)O